CC(=CCC/C(=C/CC/C(=C/CC/C(=C/CC/C(=C/CC/C(=C/CC/C(=C/COP(=O)(O)OP(=O)(O)O)/C)/C)/C)/C)/C)/C)C The molecule is a polyprenol diphosphate compound having seven prenyl units with undefined stereochemistry about the double bonds. It has a role as a Saccharomyces cerevisiae metabolite.